1-(9Z-nonadecenoyl)-2-docosanoyl-glycero-3-phospho-(1'-sn-glycerol) CCCCCCCCCCCCCCCCCCCCCC(=O)O[C@H](COC(=O)CCCCCCC/C=C\CCCCCCCCC)COP(=O)(O)OC[C@H](CO)O